C1(CCCCC1)NC1=C2C(=NC(=N1)NC1=C(C=C(C=C1)N1CCN(CC1)C)OC)NN=C2C=2C=NN(C2)C N4-cyclohexyl-N6-(2-methoxy-4-(4-methylpiperazin-1-yl)phenyl)-3-(1-methyl-1H-pyrazol-4-yl)-1H-pyrazolo[3,4-d]pyrimidine-4,6-diamine